pyrrolidonecarboxylic acid isostearate C(CCCCCCCCCCCCCCC(C)C)(=O)O.N1(C(CCC1)=O)C(=O)O